N-(3-(5-fluoro-2-(6-(3-(methylsulfonyl)propoxy)pyridin-3-ylamino)pyrimidin-4-ylamino)phenyl)acrylamide FC=1C(=NC(=NC1)NC=1C=NC(=CC1)OCCCS(=O)(=O)C)NC=1C=C(C=CC1)NC(C=C)=O